C1=C(C=CC=2OC3=C(C21)C=CC=C3)C3=CC=C(C=C3)NC3=CC=CC=2OC1=C(C23)C=CC=C1 N-(4-(dibenzo[b,d]furan-2-yl)phenyl)dibenzo[b,d]furan-1-amine